FC12CCC(CC1)(C2)C(=O)N2C[C@H]1OC3=C([C@@H]2C1)C=NC(=N3)C (4-fluorobicyclo[2.2.1]heptan-1-yl)((5S,8S)-2-methyl-7,8-dihydro-5,8-methanopyrimido[5,4-f][1,4]oxazepin-6(5H)-yl)methanone